1-(2-hydroxyethyl)-6-((2-(trimethylsilyl)ethoxy)methyl)pyrido[2,3-d]pyridazine-2,5(1H,6H)-dione OCCN1C(C=CC2=C1C=NN(C2=O)COCC[Si](C)(C)C)=O